5-[2,3-dichloro-4-(5-{1-[2-(2-guanidino-4-methyl-pentanoylamino)-acetyl]piperidin-4-yl}-1-methyl-1h-pyrazol-3-yl)phenoxymethyl]-furan-2-carboxylic acid ClC1=C(OCC2=CC=C(O2)C(=O)O)C=CC(=C1Cl)C1=NN(C(=C1)C1CCN(CC1)C(CNC(C(CC(C)C)NC(=N)N)=O)=O)C